C(CCCC)C1CCC(CC1)=O p-amyl-cyclohexanone